C(=O)(OCC1C2=CC=CC=C2C2=CC=CC=C12)N[C@@H](CCSC)CC(=O)O Fmoc-L-beta-homomethionine